5-(5H-imidazo[5,1-a]isoindol-5-yl)-4,5,6,7-tetrahydrobenzo[d]thiazol-4-ol C=1N=CN2C1C1=CC=CC=C1C2C2CCC1=C(N=CS1)C2O